ClC=1C=CC(=C(C1)C=1N=CN(C(C1)=O)[C@H]1CCC[C@H](C(NC=2C=NN(C2C=2C=CN=C1C2)C)=O)C)C2=CC=NC=C2 (9R,13S)-13-{4-[5-chloro-2-(pyridin-4-yl)phenyl]-6-oxo-1,6-dihydropyrimidin-1-yl}-3,9-dimethyl-3,4,7,15-tetraazatricyclo[12.3.1.02,6]octadeca-1(18),2(6),4,14,16-pentaen-8-one